BrC=1C=C(C=CC1N)C1=CC=C(C=C1)C1=NC(=NC(=N1)C1=CC=CC=C1)C1=CC=CC=C1 3-bromo-4'-(4,6-diphenyl-1,3,5-triazin-2-yl)-[1,1'-biphenyl]-4-amine